3-(2-ethoxy-2-oxoethoxy)pyrrolidine-1-carboxylic acid benzyl ester C(C1=CC=CC=C1)OC(=O)N1CC(CC1)OCC(=O)OCC